NC=1N(C(C=2C=CC(=NC2C1C(=O)OCC)Cl)=O)C1=C2C=NN(C2=CC=C1C)C1OCCCC1 ethyl 7-amino-2-chloro-6-(5-methyl-1-(tetrahydro-2H-pyran-2-yl)-1H-indazol-4-yl)-5-oxo-5,6-dihydro-1,6-naphthyridine-8-carboxylate